2,5-dichloro-N-(3-fluorophenyl)pyrimidin-4-amine ClC1=NC=C(C(=N1)NC1=CC(=CC=C1)F)Cl